ClC1=CC(=C(C(=C1)C)C(C#N)C#N)C 2-(4-chloro-2,6-dimethyl-phenyl)malononitrile